1,3-dimethyl-2,4-dioxo-1,2,3,4-tetrahydropyrimidine-5-carboxylic acid methyl ester COC(=O)C=1C(N(C(N(C1)C)=O)C)=O